2-[4-(5-methyl-[1,3,4]oxadiazol-2-yl)-phenyl]-1H-benzimidazole-5-carboxylic acid phenylamide C1(=CC=CC=C1)NC(=O)C1=CC2=C(NC(=N2)C2=CC=C(C=C2)C=2OC(=NN2)C)C=C1